4-(3-((1-((7-Oxa-2-azaspiro[3.5]nonan-2-yl)methyl)cyclopropyl)methoxy)-5-fluoro-7,9-dihydrofuro[3,4-f]quinazolin-6-yl)-2-amino-7-fluorothieno[3,2-c]pyridine-3-carbonitrile C1N(CC12CCOCC2)CC2(CC2)COC2=NC=1C(=C(C3=C(C1C=N2)COC3)C3=NC=C(C2=C3C(=C(S2)N)C#N)F)F